3-methoxypropan-2-ol tert-Butyl-(3R)-3-[(1S)-2-tert-butoxy-1-[[3-[hydroxyiminomethyl]phenyl]methyl]-2-oxo-ethyl]pyrrolidine-1-carboxylate C(C)(C)(C)C1N(CC[C@@H]1[C@@H](C(=O)OC(C)(C)C)CC1=CC(=CC=C1)C=NO)C(=O)OC(C)COC